2-(7-fluorodibenzo[b,d]thiophen-4-yl)-4-(methyl-d3)-5-phenylpyridine FC1=CC2=C(C3=C(S2)C(=CC=C3)C3=NC=C(C(=C3)C([2H])([2H])[2H])C3=CC=CC=C3)C=C1